(R)-1-(4-{[6-(3-aminopiperidin-1-yl)pyridin-3-yl]amino}-6-(3,5-dichloro-4-hydroxyphenyl)-1,5-naphthyridin-3-yl)-2-methylpropan-1-one trihydrochloride Cl.Cl.Cl.N[C@H]1CN(CCC1)C1=CC=C(C=N1)NC1=C(C=NC2=CC=C(N=C12)C1=CC(=C(C(=C1)Cl)O)Cl)C(C(C)C)=O